FC(C1=NN=C(O1)C1=CC=C(CN2N=C(N=N2)C=2C=C(C=CC2)NC(C2=CC=CC=C2)=O)C=C1)F N-(3-(2-(4-(5-(difluoromethyl)-1,3,4-oxadiazol-2-yl)benzyl)-2H-tetrazol-5-yl)phenyl)benzamide